methyl (S)-2-isocyanato-3-methylbutanoate N(=C=O)[C@H](C(=O)OC)C(C)C